C1(=CC=CC=C1)SCCCCOP(=O)(O)O 1-(phenylthio)-4-(phosphonooxy)butan